N-((1R,4r)-4-(2-(((R)-2-(5-Fluoropyridin-3-yl)-2-hydroxyethyl)amino)-2-methylpropyl)cyclohexyl)methanesulfonamide FC=1C=C(C=NC1)[C@H](CNC(CC1CCC(CC1)NS(=O)(=O)C)(C)C)O